(5S,6S)-5-(4-(4-(dimethoxymethyl)piperidin-1-yl)phenyl)-6-isobutyl-5,6,7,8-tetrahydronaphthalene COC(C1CCN(CC1)C1=CC=C(C=C1)[C@H]1C=2C=CC=CC2CC[C@H]1CC(C)C)OC